C(CCCCCCC)NC=1C=C(C(=CC1)N)N N4-octylbenzene-1,2,4-triamine